t-butyl 1-allylhydrazinecarboxylate C(C=C)N(N)C(=O)OC(C)(C)C